Cl.NC1C(CN(CC1)S(=O)(=O)C1=CC=C(C=C1)Br)O 4-amino-1-((4-bromophenyl)sulfonyl)piperidin-3-ol hydrochloride